C(C)(C)(C)OC(=O)N1OCC[C@H]1C1=CC(=CC=C1)NC1=NC=NC(=C1)N1OCC[C@@H]1C1=C(C(=CC=C1)F)F.C1(CCCCC1)CN1C=CC2=CC(=CC=C12)C(C(=O)N)=C (1-(cyclohexylmethyl)-1H-indol-5-yl)acrylamide tert-butyl-(S)-3-(3-((6-((R)-3-(2,3-difluorophenyl)isoxazolidin-2-yl)pyrimidin-4-yl)amino)phenyl)isoxazolidin-2-carboxylate